COC=1C=C2CCN(CC2=CC1NC1=NC=C2C(=N1)N(N=C2)C2CC(C2)(C(=O)O)C)C trans-3-[6-[(6-methoxy-2-methyl-3,4-dihydro-1H-isoquinolin-7-yl)amino]pyrazolo[3,4-d]pyrimidin-1-yl]-1-methyl-cyclobutanecarboxylic acid